21-acetoxy-17a-hydroxypregn-4-ene-3,20-dione C(C)(=O)OCC([C@]1(CC[C@H]2[C@@H]3CCC4=CC(CC[C@]4(C)[C@H]3CC[C@]12C)=O)O)=O